[N+](=[N-])=CC(CC[C@@H](C(SC(C)C)=O)NC([C@H](CC1=CNC2=CC=CC=C12)O)=O)=O S-isopropyl (S)-6-diazo-2-((S)-2-hydroxy-3-(1H-indol-3-yl)propanamido)-5-oxohexanethioate